trans-2-[3-[(4-methoxyphenyl)methyl]Imidazol-4-yl]Cyclopropanecarboxylic acid COC1=CC=C(C=C1)CN1C=NC=C1[C@H]1[C@@H](C1)C(=O)O